C1(=CC=CC=C1)C(CNC(OC)=O)(C)C=1C=NC=CC1 methyl N-[2-phenyl-2-(3-pyridyl)propyl]carbamate